5-(4-(3-(1-(5-(5-(difluoromethyl)-5H-pyrido[4,3-b]indol-7-yl)-3-fluoropyridin-2-yl)piperidin-4-yl)prop-2-yn-1-yl)piperazin-1-yl)-2-(2,6-dioxopiperidin-3-yl)isoindoline-1,3-dione FC(N1C2=C(C=3C=CC(=CC13)C=1C=C(C(=NC1)N1CCC(CC1)C#CCN1CCN(CC1)C=1C=C3C(N(C(C3=CC1)=O)C1C(NC(CC1)=O)=O)=O)F)C=NC=C2)F